5-chloro-2-(trifluoromethyl)pyridine-4-carboxylic acid ClC=1C(=CC(=NC1)C(F)(F)F)C(=O)O